sodium ethyl(phenyl)carbamate dithiosulfate S(=S)(=S)([O-])O.C(C)N(C(O)=O)C1=CC=CC=C1.[Na+]